C(C1=CC=CC=C1)OC1=C(C(=C(C=C1)C=1C(=NN(C1)C1=CC=C(C=N1)NC(OC(C)(C)C)=O)C)F)F tert-butyl N-[6-[4-(4-benzyloxy-2,3-difluoro-phenyl)-3-methyl-pyrazol-1-yl]-3-pyridyl]carbamate